N-[5-(1H-benzimidazol-2-yl)-1H-pyrazol-3-yl]-3-chloro-4-methoxy-benzenesulfonamide N1C(=NC2=C1C=CC=C2)C2=CC(=NN2)NS(=O)(=O)C2=CC(=C(C=C2)OC)Cl